6,6'-(3,9-dimethoxy-6H,12H-5,11-methanodibenzo[b,f][1,5]diazocine-2,8-diyl)bis(2-(3-(dimethylamino)propyl)-1H-benzo[de]isoquinoline-1,3(2H)-dione) COC=1C(=CC2=C(N3CC4=C(N(C2)C3)C=C(C(=C4)C=4C=CC=3C(N(C(C2=CC=CC4C32)=O)CCCN(C)C)=O)OC)C1)C=1C=CC=3C(N(C(C2=CC=CC1C32)=O)CCCN(C)C)=O